C(C)(C)(C)OC(=O)N1C[C@H](CC1)N1C(N(C=2C1=NC=CC2)C2=CC=C(C=C2)C(=O)OC)=O.OC2NCCNC2 5-hydroxypiperazine tert-Butyl-(S)-3-(1-(4-(methoxycarbonyl)phenyl)-2-oxo-1,2-dihydro-3H-imidazo[4,5-b]pyridin-3-yl)pyrrolidine-1-carboxylate